2h,4h-3,1-benzoxazine N1COCC2=C1C=CC=C2